2-Amino-3-pyridinecarboxaldehyde NC1=NC=CC=C1C=O